1-{(3R,4R)-3-[({5-Chloro-2-[(1-methyl-1H-pyrazol-4-yl)amino]-7H-pyrrolo[2,3-d]pyrimidin-4-yl}oxy)methyl]-4-methoxypyrrolidin-1-yl}prop-2-en-1-one ClC1=CNC=2N=C(N=C(C21)OC[C@H]2CN(C[C@@H]2OC)C(C=C)=O)NC=2C=NN(C2)C